ClC=1C=C(C=C2C(=C(C=NC12)C#N)NCC(C)(C)C)N[C@H](C=1N=NN(C1)C1(CC1)C(F)(F)F)C1=C2C=CC=NC2=CC=C1 (S)-8-chloro-4-(neopentylamino)-6-((quinolin-5-yl(1-(1-(trifluoromethyl)cyclopropyl)-1H-1,2,3-triazol-4-yl)methyl)amino)quinoline-3-carbonitrile